FC(CO)(C1=C2C=CC=NC2=CC=C1)F 2,2-difluoro-2-(quinolin-5-yl)ethan-1-ol